C(C1=CC=CC=C1)OC1=C(C(=NC=C1)C1=C(C=C(CNC(C2=C(C=CC(=C2)F)OC)=O)C=C1)C)C#N N-(4-(4-(benzyloxy)-3-cyanopyridin-2-yl)-3-methylbenzyl)-5-fluoro-2-methoxybenzamide